FC=1C=C(N)C=C(C1OC1=C2C(=NC=C1)N(C=C2C2=C(SC=C2)C)COCC[Si](C)(C)C)F 3,5-difluoro-4-{[3-(2-methylthiophen-3-yl)-1-{[2-(trimethylsilyl)ethoxy]methyl}-1H-pyrrolo[2,3-b]pyridin-4-yl]oxy}aniline